naphthalene-1,4,5,8-tetracarboxylate C1(=CC=C(C=2C(=CC=C(C12)C(=O)[O-])C(=O)[O-])C(=O)[O-])C(=O)[O-]